(5-fluoropyrazolo[1,5-a]pyridin-3-yl)methanone FC1=CC=2N(C=C1)N=CC2C=O